COC1=CC=C(C=N1)C#CC1=CC=C(C=C1)C1=CC(=NO1)CN1C(=NC=C1)[C@H](C)O (S)-1-(1-((5-(4-((6-methoxypyridin-3-yl)ethynyl)phenyl)isoxazol-3-yl)methyl)-1H-imidazol-2-yl)ethan-1-ol